ClC=1C(=NC(=NC1)NC=1C(=CC(=C(C1)NS(=O)(=O)C=C)N1CCC(CC1)N1CCN(CC1)C)OC)NC1=C(C=CC=C1)P(=O)(C)C N-(5-((5-chloro-4-((2-(dimethylphosphoryl)phenyl)amino)pyrimidin-2-yl)amino)-4-methoxy-2-(4-(4-methylpiperazin-1-yl)piperidin-1-yl)phenyl)ethenesulfonamide